C(C1=CC=CC=C1)[C@H]1N(C(OC1)=O)C(C[C@H]1CN(CC1)C(=O)OCCCC)=O Butyl (3S)-3-[2-[(4R)-4-benzyl-2-oxo-oxazolidin-3-yl]-2-oxo-ethyl]pyrrolidine-1-carboxylate